FC=1C(=C(C=C2NC(C=3N(C12)C(=NN3)C)(C)C)OC)C3=C1C=CN(C1=CC(=C3)F)S(=O)(=O)C 9-Fluoro-8-(6-fluoro-1-methylsulfonyl-1H-indol-4-yl)-7-methoxy-1,4,4-trimethyl-5H-[1,2,4]triazolo[4,3-a]quinoxaline